FC=1C=C2CCN(CC2=CC1NC1=NC=C(C(=N1)C=1SC=C(C1)S(=O)(=O)C)C(F)(F)F)C 6-fluoro-2-methyl-N-[4-(4-methylsulfonyl-2-thienyl)-5-(trifluoromethyl)pyrimidin-2-yl]-3,4-dihydro-1H-isoquinolin-7-amine